CSC1=NC(=CC(=N1)N1C(CCC1)=O)C=1SC=CC1 1-(2-(methylthio)-6-(thiophen-2-yl)pyrimidin-4-yl)pyrrolidin-2-one